7-cyclopropyl-4-(methylamino)-1-phenylpyrido[2,3-d]pyrimidin-2(1H)-one C1(CC1)C=1C=CC2=C(N(C(N=C2NC)=O)C2=CC=CC=C2)N1